C(C(C)C)C1C(N(C(C1)=O)NC(C1=CC=C(C=C1)C(F)(F)F)=O)=O N-(3-isobutyl-2,5-dioxopyrrolidin-1-yl)-4-(trifluoromethyl)benzamide